(1S,4S)-4-((5-amino-8-(trifluoromethyl)pyrido[4,3-d]pyrimidin-2-yl)amino)cyclohexane-1-ol NC1=NC=C(C=2N=C(N=CC21)NC2CCC(CC2)O)C(F)(F)F